aluminium tributoxide [O-]CCCC.[O-]CCCC.[O-]CCCC.[Al+3]